C(C)NS(=O)(=O)C1=CC2=CC=CC(=C2C=C1)C1=CC=C(C=C1)C(F)(F)F N-ethyl-5-(4-(trifluoromethyl)phenyl)naphthalene-2-sulfonamide